((1S)-cyclohexyl-(6-((R)-4-ethyl-2-oxoimidazolidin-1-yl)-6-(methylcarbamoyl)-1,5,6,7-tetrahydroindeno[5,6-d]imidazol-2-yl)methyl)-4-methyl-1,2,5-oxadiazole-3-carboxamide C1(CCCCC1)[C@@H](C1=NC2=C(N1)C=C1CC(CC1=C2)(C(NC)=O)N2C(N[C@@H](C2)CC)=O)NC(=O)C2=NON=C2C